N(C(=N)N)CCSP(=O)(OC1=CC=CC=C1)N[C@H](C)C(=O)[O-] (R)-((2-guanidinoethyl) thio(phenoxy) phosphoryl)-L-alaninate